C(C)(C)(C)N1C=C(C=C1)C(=O)NCC1=NC(=NO1)N1N=C2C(=CC=CC2=C1C(=C)F)N[C@H]1[C@H](CN(CC1)C)F 1-(tert-butyl)-N-((3-(7-(((3S,4R)-3-fluoro-1-methylpiperidin-4-yl)amino)-3-(1-fluorovinyl)-2H-indazol-2-yl)-1,2,4-oxadiazol-5-yl)methyl)-1H-pyrrole-3-carboxamide